chloro-1-methyl-1H-pyrazolo[4,3-b]pyridine-7-carboxylic acid ethyl ester C(C)OC(=O)C1=C2C(=NC=C1)C(=NN2C)Cl